trimethylsiloxyamine C[Si](ON)(C)C